5-[(4-cyclopentylmethyl)phenyl]-3-[3-(fluoromethyl)azetidine-1-carbonyl]-2-pyrazin-2-yl-4H-pyrazolo[1,5-a]pyrimidin-7-one C1CCC(C1)CC1=C(C=CC=C1)C=1NC=2N(C(C1)=O)N=C(C2C(=O)N2CC(C2)CF)C2=NC=CN=C2